N-(4-bromophenyl)-benzo[1,2-d]Isoselenazole-3-one BrC1=CC=C(C=C1)N1[Se]C2=C(C1=O)C=CC=C2